P(=O)(OCC)(OCC)OCC(=O)NC=1C=C2C(=NC=NC2=CC1)NC1=CC(=C(C=C1)OC1=CC=2N(C=N1)C=NN2)C diethyl (2-((4-((4-([1,2,4]triazolo[4,3-c]pyrimidin-7-yloxy)-3-methylphenyl) amino) quinazolin-6-yl) amino)-2-oxoethyl) phosphate